N1C(=NC=C1)NC(O[C@H]1[C@H](NC[C@@H]1O)CC1=CC=C(C=C1)OC)=O (2R,3S,4S)-4-hydroxy-2-[(4-methoxyphenyl)methyl]pyrrolidin-3-yl N-(1H-imidazol-2-yl)carbamate